(R)-6-(azetidin-3-ylmethyl)-2-(3-(3-(fluoro(4-methyl-4H-1,2,4-triazol-3-yl)methyl)oxetan-3-yl)phenyl)-4-(trifluoromethyl)isoindolin-1-one N1CC(C1)CC1=CC(=C2CN(C(C2=C1)=O)C1=CC(=CC=C1)C1(COC1)[C@H](C1=NN=CN1C)F)C(F)(F)F